1-HEPTADECANAMINIUM C(CCCCCCCCCCCCCCCC)[NH3+]